COC1(CCOCC1)C=1N=C2C(=NC1)N=C(S2)N 6-(4-methoxytetrahydro-2H-pyran-4-yl)thiazolo[4,5-b]pyrazin-2-amine